3-(2-fluoro-6-methyl-phenyl)-1-(4-piperidyl)-4H-pyrimido[4,5-d]pyrimidin-2-one FC1=C(C(=CC=C1)C)N1C(N(C2=NC=NC=C2C1)C1CCNCC1)=O